2-(2-(3-fluorophenyl)hydrazono)acetaldehyde O-(tert-butyl) oxime C(C)(C)(C)ON=CC=NNC1=CC(=CC=C1)F